C[C@@H](C(=O)OC)N=C=O (S)-(-)-2-isocyanatopropionic acid methyl ester